(R)-2-(1H-benzo[d]imidazol-1-yl)-4-(3-methylmorpholino)-N-(pyridin-4-ylmethyl)thieno[3,2-d]pyrimidin-7-amine N1(C=NC2=C1C=CC=C2)C=2N=C(C1=C(N2)C(=CS1)NCC1=CC=NC=C1)N1[C@@H](COCC1)C